t-butyl (3-amino-2,6-difluorophenyl)carbamate NC=1C(=C(C(=CC1)F)NC(OC(C)(C)C)=O)F